CC1=C(C=CC=C1C)C(C)N1CCC(CC1)N(S(=O)(=O)C)CC(=O)NCC(NCC#C)=O 2-(N-(1-(1-(2,3-dimethylphenyl)ethyl)piperidin-4-yl)methylsulfonamido)-N-(2-oxo-2-(prop-2-yn-1-ylamino)ethyl)acetamide